2-[4-[3-[1-(5-chloropyrimidin-2-yl)-4-piperidyl]propoxy]-2-fluoro-phenyl]-1-[(3S)-3-[[[3-hydroxy-2,2-bis(hydroxymethyl)propyl]amino]methyl]pyrrolidin-1-yl]ethanone ClC=1C=NC(=NC1)N1CCC(CC1)CCCOC1=CC(=C(C=C1)CC(=O)N1C[C@@H](CC1)CNCC(CO)(CO)CO)F